Cl.C(CCCCCCCCCCCCCCC)NCC=1C(=CC=CC1)CN hexadecylxylylenediamine hydrochloride